3,4-dihydrobenzo[4,5]imidazo[1,2-a]pyrazin C=1C=2N(CCN1)C1=C(N2)C=CC=C1